CC=1C=C(C2=C(C=C(C=CC12)C(C)C)C)C=1OC(=C(C(C1O)=O)CC1=CC(=CC=C1)OC)CO 2-(3,8-dimethyl-6-isopropylazulen-1-yl)(3-methoxyphenyl)methyl-3-hydroxy-6-hydroxymethyl-4H-pyran-4-one